SCCC(=O)OCC(OC(CCS)=O)CO glycerol bis(3-mercaptopropionate)